N4-(6-(bicyclo[1.1.1]pentan-1-ylamino)pyrimidin-4-yl)-N1-(2-(dimethylamino)ethyl)-5-methoxy-N1-methylbenzene-1,2,4-triamine C12(CC(C1)C2)NC2=CC(=NC=N2)NC=2C=C(C(=CC2OC)N(C)CCN(C)C)N